2,4-dihydroxy-N,N-dimethyl-6-pentylbenzenesulfonamide OC1=C(C(=CC(=C1)O)CCCCC)S(=O)(=O)N(C)C